FC=1C=C2CN(C(NC2=CC1)=O)C=1C=C(C=CC1)CC(=O)OC methyl 2-(3-(6-fluoro-2-oxo-1,4-dihydroquinazolin-3(2H)-yl)phenyl)acetate